1-(4-(bromomethyl)phenyl)-5-methoxy-3-(trifluoromethyl)-1H-pyrazole BrCC1=CC=C(C=C1)N1N=C(C=C1OC)C(F)(F)F